4-chloro-3-{3-methyl-5-[4-(trifluoromethyl)phenoxy]phenyl}-1-{[2-(trimethylsilyl)ethoxy]methyl}-1H-pyrrolo[3,2-c]pyridine ClC1=NC=CC2=C1C(=CN2COCC[Si](C)(C)C)C2=CC(=CC(=C2)OC2=CC=C(C=C2)C(F)(F)F)C